C(C)N1C=NCC1 (ethyl)-imidazoline